3-methoxy-4-(1-methyl-1H-1,2,4-triazol-3-yl)pyridine COC=1C=NC=CC1C1=NN(C=N1)C